4-(((5-(4-(dimethylamino)phenyl)-4-phenethyl-4H-1,2,4-triazol-3-yl)thio)methyl)benzonitrile CN(C1=CC=C(C=C1)C=1N(C(=NN1)SCC1=CC=C(C#N)C=C1)CCC1=CC=CC=C1)C